FC(C)(F)C1=NC(=CC(=N1)N1CC2(C=3C=NC(=CC31)NC(C)=O)CC2)NCC(C)(C)OC N-(1'-(2-(1,1-difluoroethyl)-6-((2-methoxy-2-methylpropyl)amino)pyrimidin-4-yl)-1',2'-dihydrospiro[cyclopropane-1,3'-pyrrolo[3,2-c]pyridin]-6'-yl)acetamide